C1=[NH+]C=CC2=CC=CC=C12 ISOQUINOLINIUM